6-[4-[cis-1-methyl-2,3,3a,4,6,6a-hexahydropyrrolo[2,3-c]pyrrol-5-yl]-6-fluoro-5-methoxy-8-(methylamino)-9H-pyrido[2,3-b]indol-3-yl]-1-methyl-4-oxo-1,8-naphthyridine-3-carboxylic acid CN1CC[C@@H]2[C@H]1CN(C2)C2=C(C=NC=1NC3=C(C=C(C(=C3C12)OC)F)NC)C=1C=C2C(C(=CN(C2=NC1)C)C(=O)O)=O